1-[4-(4-benzoylphenylthio)phenyl]-2-methyl-2-(4-methylphenylsulfonyl)propan-1-one C(C1=CC=CC=C1)(=O)C1=CC=C(C=C1)SC1=CC=C(C=C1)C(C(C)(S(=O)(=O)C1=CC=C(C=C1)C)C)=O